(3-(3-Amino-5-(2-aminopyridin-4-yl)-1H-indazol-7-yl)phenyl)methanol methyl-3-(2-bromo-4-fluorophenyl)-2,2-dimethylbut-3-enoate CC=C(C(C(=O)OCC1=CC(=CC=C1)C=1C=C(C=C2C(=NNC12)N)C1=CC(=NC=C1)N)(C)C)C1=C(C=C(C=C1)F)Br